[C@@H]1([C@H](O)[C@@H](O)[C@H](O)[C@H](O1)CO)[C@]([C@H](C=O)O)(O)[C@H](O)[C@H](O)CO 3-beta-D-glucosyl-D-glucose